3-nitropropyl methanesulfonate CS(=O)(=O)OCCC[N+](=O)[O-]